COC(=O)C=1N=NC(=CC1)N1CCC(CC1)CO.FC(C=1C=CC(=NC1)N1C[C@@H](CC1)CN1C[C@@H](C([C@@H](C1)OCC1=CC=CC=C1)OCC1=CC=CC=C1)OCC1=CC=CC=C1)(F)F 5-(trifluoromethyl)-2-((S)-3-(((3S,4S,5R)-3,4,5-tris(benzyloxy)piperidin-1-yl)methyl)pyrrolidin-1-yl)pyridine methyl-6-(4-(hydroxymethyl)piperidin-1-yl)pyridazine-3-carboxylate